N-(3-((6-(4H-1,2,4-triazol-4-yl)-1H-indazol-4-yl)amino)propyl)-3-((3-cyano-4-(trifluoromethoxy)benzyl)amino)propanamide N=1N=CN(C1)C1=CC(=C2C=NNC2=C1)NCCCNC(CCNCC1=CC(=C(C=C1)OC(F)(F)F)C#N)=O